[Br-].C(CCCCCCCCCCC)[N+](CC)(CC)C dodecyl-methyl-diethyl-ammonium bromide